(R)-1-(7-bromo-6-chloro-2,8-difluoroquinazolin-4-yl)-3-methylpiperidin-3-ol BrC1=C(C=C2C(=NC(=NC2=C1F)F)N1C[C@@](CCC1)(O)C)Cl